Cl.NC=1C=CC2=C(B(OC2)O)C1 6-aminobenzo[c][1,2]oxaborole-1(3H)-ol hydrochloride